2-(4-acetamidoanilino)-N-(4-bromo-3-hydroxy-2,6-dimethyl-phenyl)thiazole-5-carboxamide C(C)(=O)NC1=CC=C(NC=2SC(=CN2)C(=O)NC2=C(C(=C(C=C2C)Br)O)C)C=C1